BrC=1C=NN2C1C(N(CC2)C2=C(C=C(C=C2)C2=NC1=CC=C(C=C1C=N2)C(F)(F)F)C)=O 3-bromo-5-(2-methyl-4-(6-(trifluoromethyl)-quinazolin-2-yl)phenyl)-6,7-dihydropyrazolo[1,5-a]pyrazin-4(5H)-one